2,3-dihydro-4-indenamine C1CCC=2C(=CC=CC12)N